1-(3-bromo-4-(4-fluoro-2,6-dimethylphenoxy)phenyl)ethanone BrC=1C=C(C=CC1OC1=C(C=C(C=C1C)F)C)C(C)=O